C(C1=CC=CC=C1)OC(=O)C1=CC=C(C=C1)NC(=O)N1CCN(CC1)C(=O)OC(C)(C)C tert-butyl 4-((4-((benzyloxy)carbonyl)phenyl)carbamoyl)piperazine-1-carboxylate